(2S)-3-(2-Bromo-4-pyridyl)-2-[(3R)-1-tert-butoxycarbonylpyrrolidin-3-yl]propanoic acid BrC1=NC=CC(=C1)C[C@H](C(=O)O)[C@@H]1CN(CC1)C(=O)OC(C)(C)C